tetrabutylammonium diiodide tert-butyl-(S)-(1-cyclohexyl-2-(6-(4-fluorobenzyl)-5-oxo-2,3,5,6-tetrahydro-1H-pyrrolo[2,3-c]pyridin-1-yl)-2-oxoethyl)carbamate C(C)(C)(C)N(C([O-])=O)[C@H](C(=O)N1CCC=2C1=CN(C(C2)=O)CC2=CC=C(C=C2)F)C2CCCCC2.[I-].[I-].C(CCC)[N+](CCCC)(CCCC)CCCC.C(CCC)[N+](CCCC)(CCCC)CCCC.C(CCC)[N+](CCCC)(CCCC)CCCC